CN1N=CC=2C1=NC(=NC2NC(C)C)N 1-methyl-4-N-propan-2-ylpyrazolo[3,4-d]pyrimidine-4,6-diamine